COC1=C(C=O)C=CN=C1C 3-METHOXY-2-METHYLISONICOTINALDEHYDE